FC(OC=1C=C(OC2CC(C2)NC(OC(C)(C)C)=O)C=CC1)F tert-butyl ((1r,3r)-3-(3-(difluoromethoxy)phenoxy)cyclobutyl)carbamate